CNC=1N=CC(=C2C=C(N=CC12)NC(=O)C1CC1)C(=C)C1=CC=C(C=C1)N1CCOCC1 N-(8-(methylamino)-5-(1-(4-morpholinophenyl)vinyl)-2,7-naphthyridin-3-yl)cyclopropanecarboxamide